4-[4-[[1-[(1S)-3-hydroxy-1-methyl-propyl]-3-[5-[(4-methylpiperazin-1-yl)methyl]thiazol-2-yl]pyrazolo[4,3-c]pyridin-6-yl]amino]pyrimidin-2-yl]-2-methyl-pyrazol-3-ol OCC[C@H](C)N1N=C(C=2C=NC(=CC21)NC2=NC(=NC=C2)C2=C(N(N=C2)C)O)C=2SC(=CN2)CN2CCN(CC2)C